COC(=O)C1=NC(=C(C(=C1Cl)N)F)C1=CC=C2C=CN(C2=C1F)C(COC)=O Methyl-4-amino-3-chloro-5-fluoro-6-[7-fluoro-1-(methoxyacetyl)-1H-indol-6-yl]pyridin-2-carboxylat